2-((2-(azepan-1-yl)ethyl)thio)-1,4-dihydroquinazoline dihydrochloride Cl.Cl.N1(CCCCCC1)CCSC=1NC2=CC=CC=C2CN1